COC1=CC=C(CN(C2=CC=CC(=N2)C(=O)OC)CCCC2(CC2)C2CCNCC2)C=C1 methyl 6-((4-methoxybenzyl)(3-(1-(piperidin-4-yl)cyclopropyl)propyl)amino)picolinate